Methyl carbamate C(N)(OC)=O